7-fluoro-3,4-dihydroisoquinoline-2(1H)-carboxylic acid tert-butyl ester C(C)(C)(C)OC(=O)N1CC2=CC(=CC=C2CC1)F